CC=1C(=NC(=NC1)NC=1C=NN(C1)CC(F)(F)F)C1=CC=C(C(=O)N2CC(C2)C#N)C=C1 1-(4-(5-methyl-2-((1-(2,2,2-trifluoroethyl)-1H-pyrazol-4-yl)amino)pyrimidin-4-yl)benzoyl)azetidine-3-carbonitrile